CS(=O)(=O)OCC1=CC(=NC2=CC=C(C=C12)C(=O)N1C(CCCC1)C1=CC=C(C=C1)C(F)(F)F)NCC1=CC=C(C=C1)OC (2-((4-methoxybenzyl)amino)-6-(2-(4-(trifluoromethyl)phenyl)piperidin-1-carbonyl)quinolin-4-yl)methyl methanesulfonate